(S)-4-(5-(3-((6-((S)-3-carboxybutanoyl)-3-methoxy-6,7-dihydro-5H-pyrrolo[3,4-b]pyridin-2-yl)oxy)propoxy)-4-fluoro-6-methoxybenzo[b]thiophen-2-yl)-2-methyl-4-oxobutanoic acid C(=O)(O)[C@H](CC(=O)N1CC2=NC(=C(C=C2C1)OC)OCCCOC1=C(C2=C(SC(=C2)C(C[C@@H](C(=O)O)C)=O)C=C1OC)F)C